ClC1=CC2=C(N(C([C@@H](N=C2C2=CC=CC=C2)CC2CC2)=O)CCC(=O)O)C=C1 (S)-3-(7-chloro-3-(cyclopropylmethyl)-2-oxo-5-phenyl-2,3-dihydro-1H-benzo[e][1,4]diazepin-1-yl)propionic acid